C(#N)C1=NN(C(=C1)C)C1=NC(=CC=C1C(=O)N)N1C=NC2=C1C=CC(=C2)N[C@H]2CNC[C@H]2F 2-(3-Cyano-5-methyl-pyrazol-1-yl)-6-[5-[[(3S,4R)-4-fluoropyrrolidin-3-yl]amino]benzimidazol-1-yl]pyridine-3-carboxamide